NCC(=O)O.C(C)N1C(N(C=C1)C)C 1-ethyl-2,3-dimethyl-imidazole glycinate